CN1NC(=CC1C)N 2,3-dimethyl-1H-pyrazol-5-amine